lithium 2,5,6-tricyanobenzimidazolium C(#N)C=1NC2=C([NH+]1)C=C(C(=C2)C#N)C#N.[Li+]